(Exo)-5-hexyl-4-phenyl-3a-(3-phenylprop-1-en-2-yl)-1,2,3,3a,6,6a-hexahydropentalen-1-ol C(CCCCC)C1=C(C2(CCC(C2C1)O)C(=C)CC1=CC=CC=C1)C1=CC=CC=C1